COC(=O)C1=CC(C2N(CCC3=C(C=CC=C23)Br)C1)=C 8-bromo-1-methylene-1,6,7,11b-tetrahydro-4H-pyrido[2,1-a]isoquinoline-3-carboxylic acid methyl ester